IC1=C(C(=CC(=C1)C(C)(C)C)I)O 2,6-diiodo-p-tert-butylphenol